3a,5,6,6a-tetrahydro-4H-pyrrolo[3,4-d]isoxazole O1N=CC2C1CNC2